CC=1C(C2=CC=CC=C2C(C1C\C=C(\CC\C=C(\CCC=C(C)C)/C)/C)=O)=O 2-methyl-3-[(2E,6E)-3,7,11-trimethyldodeca-2,6,10-trien-1-yl]naphthalene-1,4-dione